6-methyl-4,5,6,7-tetrahydro-1H-benzo[1,2,3]triazole CC1CCC2=C(NN=N2)C1